(3R,6R)-6-(hydroxymethyl)piperidin-3-ol OC[C@H]1CC[C@H](CN1)O